ClC=1C(=NC(=NC1)NC1=CC(=C(C=C1)N1CCC2(CC(C2)NC)CC1)Cl)NC1=C(C=CC=C1)P(C)(C)=O (2-((5-chloro-2-((3-chloro-4-(2-(methylamino)-7-azaspiro[3.5]nonan-7-yl)phenyl)amino)pyrimidin-4-yl)amino)phenyl)dimethylphosphine oxide